3-(6-(4-(((tert-butyldimethylsilyl)oxy)methyl)piperidin-1-yl)-1-oxoisoquinolin-2(1H)-yl)-1-(4-methoxybenzyl)piperidine-2,6-dione [Si](C)(C)(C(C)(C)C)OCC1CCN(CC1)C=1C=C2C=CN(C(C2=CC1)=O)C1C(N(C(CC1)=O)CC1=CC=C(C=C1)OC)=O